COC1=CC=C(C2=C1NC(=N2)NC(=O)C=2C(=NN(C2)C)C)C2=CC=CC=C2 N-(7-methoxy-4-phenyl-1H-1,3-benzodiazol-2-yl)-1,3-dimethyl-1H-pyrazole-4-carboxamide